CC(C)NS(=O)(=O)C1=CC=CC=C1 N-(propan-2-yl)benzenesulfonamide